NC1=C(C#N)C=C(C=N1)C=1C=C2N(N1)CC[C@]21CN(CC1)[C@@H](C=1NC=CN1)C1CC1 2-amino-5-{(3R)-1-[(R)-cyclopropyl(1H-imidazol-2-yl)methyl]-5',6'-dihydrospiro[pyrrolidine-3,4'-pyrrolo[1,2-b]pyrazol]-2'-yl}nicotinonitrile